[2H]B deuteroborane